FC(OC1=C(C=CC=C1)COC=1C(=CC(=NC1)C)C1=CC=2N(C=C1)N=C(C2)NC2=NC(=NC(=C2)C)C)F 5-[5-[[2-(difluoromethoxy)phenyl]methoxy]-2-methyl-4-pyridyl]-N-(2,6-dimethylpyrimidin-4-yl)pyrazolo[1,5-a]pyridin-2-amine